CC1=C(C=CC(=C1)C)C1N(CCC2=CC(=C(C=C12)OCCC1=CC(=C(C=C1)NC(OCC)=O)OC)OC)C(NCC)=O ethyl (4-(2-((1-(2,4-dimethylphenyl)-2-(ethylcarbamoyl)-6-methoxy-1,2,3,4-tetrahydroisoquinolin-7-yl)oxy)ethyl)-2-methoxyphenyl)carbamate